1-(1-(8-fluoro-7-(8-(fluoromethyl)naphthalen-1-yl)-2-((hexahydro-1H-pyrrolizin-7a-yl)methoxy)pyrido[4,3-d]pyrimidin-4-yl)piperidin-3-yl)methanesulfonamide FC1=C(N=CC2=C1N=C(N=C2N2CC(CCC2)CS(=O)(=O)N)OCC21CCCN1CCC2)C2=CC=CC1=CC=CC(=C21)CF